(E)-(1-(4-(4-((2-(4-(trifluoromethyl)styryl)oxazol-4-yl)methoxy)phenyl)butyl)-1H-1,2,3-triazole-4,5-diyl)dimethanol FC(C1=CC=C(/C=C/C=2OC=C(N2)COC2=CC=C(C=C2)CCCCN2N=NC(=C2CO)CO)C=C1)(F)F